CC1=NNC2=C(C=C(C=C12)C(=O)N1CCC2(CC1)CC1=C(N=C(S1)C(C)(C(C)C)C)C(C2)=O)C (3,7-dimethyl-1H-indazole-5-carbonyl)-2-(2,3-dimethylbutan-2-yl)-5H-spiro[benzo[d]thiazol-6,4'-piperidin]-4(7H)-one